CC1=C(OC2=C(C=C(C=C2C1=O)C)C(C)NC=1C(=NC(=CC1)C(F)(F)F)C(=O)O)C=1C=NC=CC1 3-[1-[3,6-Dimethyl-4-oxo-2-(3-pyridyl)chromen-8-yl]ethylamino]-6-(trifluoromethyl)pyridine-2-carboxylic acid